1,5-anhydro-2,3-dideoxy-3-(7,8-dimethyl-4-oxo-6-(4-(tetrahydrofuran-3-ylcarbamoyl)benzyl)quinazolin-3(4H)-yl)-L-threo-pentitol CC1=C(C=C2C(N(C=NC2=C1C)[C@H]1CCOC[C@@H]1O)=O)CC1=CC=C(C=C1)C(NC1COCC1)=O